ClC1=NC(=CC(=C1)C1(CC1)NC(OCC1=CC=CC=C1)=O)Cl benzyl (1-(2,6-dichloropyridin-4-yl)cyclopropyl)carbamate